(2S)-N-[(1S)-1-cyano-2-{4-[1-(1-methylpiperidin-4-yl)indazol-6-yl]phenyl}ethyl]-1,4-oxazepane-2-carboxamide C(#N)[C@H](CC1=CC=C(C=C1)C1=CC=C2C=NN(C2=C1)C1CCN(CC1)C)NC(=O)[C@H]1OCCCNC1